COC1=NC=C(C=N1)N(C(=O)NC=1C=NC(=NC1)OC)CC1=NNC(=C1)C(F)(F)F 1,3-Bis(2-methoxypyrimidin-5-yl)-1-((5-(trifluoromethyl)-1H-pyrazol-3-yl)methyl)urea